C1(CC1)CC=1C2=C(SC1)C(=CC=C2)N[C@H]2[C@H](CN(CC2)C)F 3-(cyclopropylmethyl)-7-(((3S,4R)-3-fluoro-1-methylpiperidin-4-yl)amino)benzo[b]thiophen